5-bromo-2,2-dimethyl-1,2-dihydroquinoline BrC1=C2C=CC(NC2=CC=C1)(C)C